[Si](C)(C)(C(C)(C)C)O[C@H]1[C@H](N(CC1)C1=NC(=CC(=C1C#N)C(F)(F)F)C)C(=O)N(C=1C=C(C=CC1)C)CCCN1CCCC1 (2S,3R)-3-((tert-butyldimethylsilyl)oxy)-1-(3-cyano-6-methyl-4-(trifluoromethyl)pyridin-2-yl)-N-(3-(pyrrolidin-1-yl)propyl)-N-(m-tolyl)pyrrolidine-2-carboxamide